6-amino-2-(1-(methylsulfonyl)piperidin-4-yl)quinoline-8-carbonitrile NC=1C=C2C=CC(=NC2=C(C1)C#N)C1CCN(CC1)S(=O)(=O)C